N12C3=CC=CC=C3N=C2N=C(C=C1)C(=O)NC=1C=CC(=NC1)OCCOCCOCCNC(OC(C)(C)C)=O tert-Butyl N-[2-(2-{2-[(5-{1,8,10-triazatricyclo[7.4.0.02,7]trideca-2,4,6,8,10,12-hexaene-11-amido}pyridin-2-yl)oxy]ethoxy}ethoxy)ethyl]carbamate